1H-pyrazolo[4,3-c]pyridine-3-carboxylic acid N1N=C(C=2C=NC=CC21)C(=O)O